C(C1=CC=CC=C1)N1N=C(C=2C1=NC(=CN2)C(=O)OC)Br methyl 1-benzyl-3-bromo-1H-pyrazolo[3,4-b]pyrazine-6-carboxylate